2-chloro-7-fluoro-6-methoxy-1,3-benzoxazole ClC=1OC2=C(N1)C=CC(=C2F)OC